N1=C(C=CC2=CC=CC=C12)CNCCCCCC N-[(quinol-2-yl)methyl]N-hexylamine